(R)-6-(4-(5-((5,5-difluoro-2,7-diazaspiro[3.5]nonan-2-yl)methyl)-3-fluoropyridin-2-yl)indolin-1-yl)-N-(2,2-difluorocyclopropyl)-8-(methylamino)imidazo[1,2-b]pyridazine-3-carboxamide FC1(C2(CN(C2)CC=2C=C(C(=NC2)C2=C3CCN(C3=CC=C2)C=2C=C(C=3N(N2)C(=CN3)C(=O)N[C@H]3C(C3)(F)F)NC)F)CCNC1)F